4-(4-(trifluoromethoxy)phenyl)butanoic acid FC(OC1=CC=C(C=C1)CCCC(=O)O)(F)F